alpha-aminomalonate NC(C(=O)[O-])C(=O)[O-]